(S,Z)-(2,2',3'-trimethyl-[1,1'-biphenyl]-4-yl)(2-(hydroxymethyl)-4-(methoxyimino)pyrrolidin-1-yl)methanone CC1=C(C=CC(=C1)C(=O)N1[C@@H](C/C(/C1)=N/OC)CO)C1=C(C(=CC=C1)C)C